1-[8-(2-chlorophenyl)-9-(4-chlorophenyl)-2-[[(2S)-1-methylpyrrolidin-2-yl]methoxy]purin-6-yl]-4-methyl-piperidine-4-carboxamide ClC1=C(C=CC=C1)C=1N(C2=NC(=NC(=C2N1)N1CCC(CC1)(C(=O)N)C)OC[C@H]1N(CCC1)C)C1=CC=C(C=C1)Cl